(R)-4'-ethyl-4,5-dihydro-1'H,3H-spiro[furan-2,2'-naphthalene]-1'-one C(C)C1=C[C@]2(C(C3=CC=CC=C13)=O)OCCC2